C1(CCCCC1)CC1=NOC(=N1)CC(C(=O)O)=C 2-((3-(cyclohexylmethyl)-1,2,4-oxadiazol-5-yl)methyl)acrylic acid